BrC1=CC(=CC(=N1)N1CCN(CC1)C(=O)OC(C)(C)C)Cl tert-butyl 4-(6-bromo-4-chloropyridin-2-yl)piperazine-1-carboxylate